2,4,5-Trimethyl-6-(2,3,5-trimethylphenyl)benzene-1,3-diol CC1=C(C(=C(C(=C1O)C)C)C1=C(C(=CC(=C1)C)C)C)O